7-isopropoxy-2-((1S,4R)-1-methyl-2-oxabicyclo[2.2.1]hept-4-yl)imidazo[1,2-a]pyrimidine-6-carboxylic acid C(C)(C)OC1=NC=2N(C=C1C(=O)O)C=C(N2)[C@@]21CO[C@@](CC2)(C1)C